(R)-3-(5-((4-fluorobenzyl)oxy)-2-methylbenzofuran-3-carboxamido)pyrrolidine-1-carboxylic acid tert-butyl ester C(C)(C)(C)OC(=O)N1C[C@@H](CC1)NC(=O)C1=C(OC2=C1C=C(C=C2)OCC2=CC=C(C=C2)F)C